(R)-(4,5,6-trimethoxy-2,3-dihydro-1H-inden-1-yl)methanamine COC1=C2CC[C@H](C2=CC(=C1OC)OC)CN